N-(4-carboxyphenyl)nitrone tert-Butyl-2-((2-(4-methylpiperazin-1-yl)ethyl)carbamoyl)-4-phenethylpiperidine-1-carboxylate C(C)(C)(C)OC(=O)N1C(CC(CC1)CCC1=CC=CC=C1)C(NCCN1CCN(CC1)C)=O.C(=O)(O)C1=CC=C(C=C1)[N+](=C)[O-]